C(C)(C)(C)OC(=O)N1[C@@H](C2(CC2)CC1)[C@@H](C(=O)N1CCN(CC1)C=1C2=C(N=CN1)NC=C2)C2=CC=C(C=C2)Cl (R)-4-((S)-2-(4-(7H-pyrrolo[2,3-d]pyrimidin-4-yl)piperazin-1-yl)-1-(4-chlorophenyl)-2-oxoethyl)-5-azaspiro[2.4]heptane-5-carboxylic acid tert-butyl ester